FC1=NC(=CC(=C1)C=1C=CC=C(C1)O)OC([2H])([2H])[2H] 5-(2-fluoro-6-(methoxy-d3)pyridin-4-yl)phenol